Heptyl 3-((chlorosulfonyl) oxy)-2,2-dimethylpropionate ClS(=O)(=O)OCC(C(=O)OCCCCCCC)(C)C